(4-cyclohexyl)piperazine-amide C1CCC(CC1)C1N(CCNC1)C(=O)N